(2S,3R,4S,5R,6R)-2-formyl-6-(hex-5-en-1-ylthio)tetrahydro-2H-pyran-3,4,5-triyl triacetate C(C)(=O)O[C@H]1[C@H](O[C@@H]([C@@H]([C@H]1OC(C)=O)OC(C)=O)SCCCCC=C)C=O